(1E,3Z)-ethyl-3-(1-naphthyl)-4-hydroxy-2-phenylcyclooctane-1,3-diene formate C(=O)O.C(C)/C/1=C(\C(=C(\CCCC1)/O)\C1=CC=CC2=CC=CC=C12)/C1=CC=CC=C1